CCC(C)(C)[O-].[Cs+] cesium tert-amylate